3-cyano-4-(3-fluorobenzyloxy)aniline tert-butyl-4-((methylsulfonyl)oxy)piperidine-1-carboxylate C(C)(C)(C)OC(=O)N1CCC(CC1)OS(=O)(=O)C.C(#N)C=1C=C(N)C=CC1OCC1=CC(=CC=C1)F